COC(=O)N1CC(C1)C1=NC(=NO1)C1=CC(=C(C(=C1)NC(=O)C=1C=NN2C1C=CC(=C2)N2CCNCC2)C)F 3-(3-(3-fluoro-4-methyl-5-(6-(piperazin-1-yl)pyrazolo[1,5-a]pyridine-3-carboxamido)phenyl)-1,2,4-oxadiazol-5-yl)azetidine-1-carboxylic acid methyl ester